N-[N-(4-benzyloxy-benzoyl)-O-methyl-L-tyrosyl]-L-phenylalaninol C(C1=CC=CC=C1)OC1=CC=C(C(=O)N[C@@H](CC2=CC=C(C=C2)OC)C(=O)N[C@@H](CC2=CC=CC=C2)CO)C=C1